FC=1C(=NC=CC1)C(CC)NC[C@@H](CC)O (2R)-1-{[1-(3-Fluoropyridin-2-yl)propyl]amino}butan-2-ol